1-(4-fluorophenyl)-5-(5-methoxy-2-(methylsulfonyl)hexahydrocyclopenta[c]pyrrol-3a(1H)-yl)-6-methyl-1H-indazole FC1=CC=C(C=C1)N1N=CC2=CC(=C(C=C12)C)C12C(CN(C1)S(=O)(=O)C)CC(C2)OC